C1(=CC=CC=C1)C(C1=CC=CC=C1)OC(=O)C1=CCS[C@H]2N1C(C2)=O 3-cephem-4-carboxylic acid diphenylmethyl ester